(S)-6-(3-chloro-4-((1-(4-(2-cyclopropoxyphenyl)pyridine-3-yl)cyclopropoxy)methyl)phenylsulfonamido)-2-(3-((2S,3R,4R,5R)-2,3,4,5,6-pentahydroxyhexyl)ureido)hexanoic acid ClC=1C=C(C=CC1COC1(CC1)C=1C=NC=CC1C1=C(C=CC=C1)OC1CC1)S(=O)(=O)NCCCC[C@@H](C(=O)O)NC(=O)NC[C@@H]([C@H]([C@@H]([C@@H](CO)O)O)O)O